FC1=C(C=CC(=C1)F)N1N=CC=2C1=NC=NC2N2C[C@H]1NC=3C=CC=C(N4CCC5=NN(C(CCCNC([C@@H]2C1)=O)=C45)C)N3 (8S,11S)-10-[1-(2,4-difluorophenyl)pyrazolo[3,4-d]pyrimidin-4-yl]-18-methyl-1,7,10,13,18,19,25-heptazapentacyclo[15.5.1.12,6.18,11.020,23]pentacosa-2,4,6(25),17(23),19-pentaen-12-one